6-(4-methoxypyrrolo[2,1-f][1,2,4]triazin-5-yl)-2-methyl-1-((1-methyl-1H-pyrazol-5-yl)methyl)-1H-imidazo[4,5-b]pyridine COC1=NC=NN2C1=C(C=C2)C=2C=C1C(=NC2)N=C(N1CC1=CC=NN1C)C